CC=1C=CC2=C(N=C(S2)C2CCNCC2)C1 5-methyl-2-(piperidin-4-yl)-1,3-benzothiazole